2-Chloro-N-(2'-(5-phenyl-1H-imidazol-2-yl)-3,4'-bipyridin-5-yl)benzamide ClC1=C(C(=O)NC=2C=C(C=NC2)C2=CC(=NC=C2)C=2NC(=CN2)C2=CC=CC=C2)C=CC=C1